3-((Benzyloxy)methyl)cyclobutanone C(C1=CC=CC=C1)OCC1CC(C1)=O